N1C=NC=2C1=CN=NC2 IMIDAZO[4,5-D]PYRIDAZINE